C(C)NCC1=NC=CC(=C1F)C1=CC(=CC=2C=COC21)COC2=C(C=CC=C2)CC(=O)OCC ethyl 2-(2-((7-(2-((ethylamino)methyl)-3-fluoropyridin-4-yl)benzofuran-5-yl)methoxy)phenyl)acetate